(S)-4-(3,5-Dimethoxybenzyl)-9-(4-fluoro-2-methylphenyl)-7-((2-imino-3-methyl-2,3-dihydro-1H-imidazol-1-yl)methyl)-2-methyl-3,4-dihydrobenzo[f][1,4]oxazepin-5(2H)-one COC=1C=C(CN2C[C@@H](OC3=C(C2=O)C=C(C=C3C3=C(C=C(C=C3)F)C)CN3C(N(C=C3)C)=N)C)C=C(C1)OC